4-bromo-3-[(E)-3-ethoxy-3-oxo-prop-1-enyl]benzoic acid methyl ester COC(C1=CC(=C(C=C1)Br)\C=C\C(=O)OCC)=O